(2S,3R,E)-3-hydroxy-2-palmitamidooctadec-4-en-1-yl (2-(trimethylammonio)ethyl) phosphate P(=O)(OC[C@@H]([C@@H](\C=C\CCCCCCCCCCCCC)O)NC(CCCCCCCCCCCCCCC)=O)(OCC[N+](C)(C)C)[O-]